titanium iron phosphate dihydrate O.O.P(=O)([O-])([O-])[O-].[Fe+2].[Ti+4].P(=O)([O-])([O-])[O-]